N1(CCOCC1)CCOC1=CC(=NC=C1)C=1C=CC=C2C(=NC(=NC12)NC1=CC=C(C=C1)N1CCOCC1)N 8-(4-(2-Morpholinylethoxy)pyridin-2-yl)-N2-(4-Morpholinylphenyl)quinazoline-2,4-diamine